BrC1=CC=CC(=N1)C1=NC=CC=C1 6-bromo-2,2-bipyridine